C1(CCCC1)NC1=C2C(=NC(=N1)OCCOC)N(N=C2)[C@H]2[C@@H]([C@@H]([C@H](O2)COC(CO)(C)P(O)(O)=O)O)O (2-(((2R,3S,4R,5R)-5-(4-(cyclopentylamino)-6-(2-methoxy-ethoxy)-1H-pyrazolo[3,4-d]-pyrimidin-1-yl)-3,4-dihydroxy-tetrahydrofuran-2-yl)methoxy)-1-hydroxypropan-2-yl)phosphonic acid